6-(piperidin-1-yl)quinolin-5-amine N1(CCCCC1)C1=C(C=2C=CC=NC2C=C1)N